CC(C)(C)[S@@](=O)N |r| racemic-2-methylpropane-2-sulfinamide